(6-amino-5-(trifluoromethyl)pyridin-3-yl)boronic acid NC1=C(C=C(C=N1)B(O)O)C(F)(F)F